(R)-2-(1-(5-bromopyridin-3-yl)cyclopropyl)-6-(2-(3-chlorophenyl)-2-hydroxyacetyl)-5,6,7,8-tetrahydropyrido[4,3-d]pyrimidin-4(3H)-one BrC=1C=C(C=NC1)C1(CC1)C=1NC(C2=C(N1)CCN(C2)C([C@H](O)C2=CC(=CC=C2)Cl)=O)=O